Methyl (S)-1-((3-(2-(4-chlorophenyl)-2-hydroxyethyl)-1,2,4-oxadiazol-5-yl)methyl)-3-methyl-2,6-dioxo-1,2,3,6-tetrahydropyrimidine-4-carboxylate ClC1=CC=C(C=C1)[C@H](CC1=NOC(=N1)CN1C(N(C(=CC1=O)C(=O)OC)C)=O)O